(S)-(S)-2-((tert-butoxycarbonyl) amino)-3-phenylpropionate C(C)(C)(C)OC(=O)N[C@H](C(=O)[O-])CC1=CC=CC=C1